FC=1C(=NC(=NC1)NC1=CC=C(C=N1)N1CCN(CC1)C(C)=O)C=1C=C2C=CC=NC2=C(C1)F 1-(4-(6-((5-Fluoro-4-(8-fluoroquinolin-6-yl)pyrimidin-2-yl)amino)pyridin-3-yl)piperazin-1-yl)ethan-1-one